((((2,5-dioxopyrrolidin-1-yl)oxy)carbonyl)oxy)pyrrolidine-1-carboxylic acid tert-butyl ester C(C)(C)(C)OC(=O)N1C(CCC1)OC(=O)ON1C(CCC1=O)=O